(Z)-(4-(1-(4-(4-((4-(2-(2,6-dioxopiperidin-3-yl)-1,3-dioxoisoindolin-5-yl)piperazin-1-yl)methyl)piperidin-1-yl)phenyl)-2-phenylbut-1-en-1-yl)phenyl)boronic acid O=C1NC(CCC1N1C(C2=CC=C(C=C2C1=O)N1CCN(CC1)CC1CCN(CC1)C1=CC=C(C=C1)\C(=C(\CC)/C1=CC=CC=C1)\C1=CC=C(C=C1)B(O)O)=O)=O